[Na].C(C)(C)(C)C1=C(C(=CC(=C1)C)C(C)(C)C)O 2,6-di-tert-butyl-4-methylphenol sodium